C(C)C1=C(C(C(=O)O)=CC=C1)OCCCCCC.C(CCCCCCC)OC=1C(C(=O)O)=CC=CC1 octylsalicylate (ethylhexyl salicylate)